BrC1=NC(=CC=C1N)Br 2,6-dibromopyridin-3-amine